2-cyclobutyl-6-(5-(((tetrahydro-2H-pyran-2-yl)oxy)methyl)-1-((trimethylsilyl)methyl)-1H-1,2,3-triazol-4-yl)-3-((2-(trimethylsilyl)ethoxy)methoxy)pyridine C1(CCC1)C1=NC(=CC=C1OCOCC[Si](C)(C)C)C=1N=NN(C1COC1OCCCC1)C[Si](C)(C)C